BrCC=1C(=C(C=CC1)C1=CC(=CC=C1)OC)OC (bromomethyl)-2,3'-dimethoxy-1,1'-biphenyl